ClC1=CC=C(C=C1)NC(NC=1SC2=C(N1)C=CC(=C2)N(C(=O)NC2=CC=C(C=C2)Cl)CCN2CCOCC2)=O 1-{2-[3-(4-chlorophenyl)ureido]benzo[d]thiazol-6-yl}-1-[2-(4-morpholinyl)ethyl]-3-(4-chlorophenyl)urea